(1S,2R,4S)-4-(1,5-dimethyl-(Z)-1,4-hexadienyl)-1,2-epoxy-1-methylcyclohexane C/C(=C/CC=C(C)C)/[C@@H]1C[C@@H]2[C@](CC1)(O2)C